CC(=CCOC(CCC(=O)OCC=C(CCC=C(C)C)C)=O)CCC=C(C)C.ClC1=NC(=CC(=C1)C(F)F)OC1CN(C1)C 2-chloro-4-(difluoromethyl)-6-(1-methylazetidin-3-yl)oxy-pyridine bis(3,7-dimethylocta-2,6-dien-1-yl)succinate